O1C=CC2=C1C(=CC=C2)CN2C(C(C1=CC=C(C=C21)C(=O)NC2=CNC1=CC(=C(C=C21)F)F)(C)C)=O 1-(benzofuran-7-ylmethyl)-N-(5,6-difluoro-1H-indol-3-yl)-3,3-dimethyl-2-oxoindoline-6-carboxamide